CN(C[C@@H](C)OC1=C2C(=NC=NC2=CC(=C1)C=1C=NN(C1)C)NC=1C(=C2C=CC=NC2=C(C1)O)F)C (R)-6-((5-((1-(dimethylamino)propan-2-yl)oxy)-7-(1-methyl-1H-pyrazol-4-yl)quinazolin-4-yl)amino)-5-fluoroquinolin-8-ol